COC1(CN(C1)C1=NC(=CC(=N1)N1CC2(C=3C=NC(=CC31)NC(C)=O)CC2)C)C N-(1'-(2-(3-methoxy-3-methylazetidin-1-yl)-6-methylpyrimidin-4-yl)-1',2'-dihydrospiro[cyclopropane-1,3'-pyrrolo[3,2-c]pyridin]-6'-yl)acetamide